C(C1=CC=CC=C1)OC(=O)C1COC2(C1N(C=1C=CC(=CC21)Cl)S(=O)(=O)C2=CC=C(C)C=C2)C(F)(F)F 7-chloro-4-p-toluenesulfonyl-8b-(trifluoromethyl)-3,3a,4,8b-tetrahydro-2H-furo[3,2-b]indole-3-carboxylic acid benzyl ester